6-oxo-5-azaspiro[2.4]heptan-4-carboxylic acid O=C1NC(C2(CC2)C1)C(=O)O